3-(4-(3-((2-methoxy-4-(trifluoromethyl)phenyl)amino)-5-methyl-2-oxopyrazin-1(2H)-yl)phenyl)propanenitrile COC1=C(C=CC(=C1)C(F)(F)F)NC=1C(N(C=C(N1)C)C1=CC=C(C=C1)CCC#N)=O